(R,2S)-N'-(((S)-2-fluoro-1,2,3,5,6,7-hexahydro-s-indacen-4-yl)carbamoyl)-2-(methoxymethyl)-2,3-dihydropyrazolo[5,1-b]oxazole-7-sulfonimidamide F[C@H]1CC2=CC=3CCCC3C(=C2C1)NC(=O)N=[S@](=O)(N)C=1C=NN2C1O[C@@H](C2)COC